4-(5-(2,6-dimethylphenoxy)-2-(2-(methylsulfonyl)ethyl)-1H-indazol-6-yl)-N-ethyl-6-methyl-7-oxo-6,7-dihydro-1H-pyrrolo[2,3-c]pyridine-2-carboxamide CC1=C(OC=2C=C3CN(NC3=CC2C=2C3=C(C(N(C2)C)=O)NC(=C3)C(=O)NCC)CCS(=O)(=O)C)C(=CC=C1)C